1-cyano-N-(6-methylbenzo[d]thiazol-2-yl)pyrrolidine-3-carboxamide C(#N)N1CC(CC1)C(=O)NC=1SC2=C(N1)C=CC(=C2)C